3-(7-((2-(dimethylamino)ethyl)amino)-3-ethyl-1,1-dioxidobenzo[b]thiophen-2-yl)prop-2-yn CN(CCNC1=CC=CC2=C1S(C(=C2CC)C#CC)(=O)=O)C